ClC1=C(N=CS1)CN1C2=NC=NC(=C2N=C1C1=C(C=C(C=C1)OCCN1CCNCC1)Cl)OC1(CC1)C 5-chloro-4-((8-(2-chloro-4-(2-(piperazin-1-yl)ethoxy)phenyl)-6-(1-methylcyclopropoxy)-9H-purin-9-yl)methyl)thiazole